O[C@@H]1C[C@@H](CCC1(C)C)N1C(C2=CC=CC=C2C1=O)=O 2-((1R,3R)-3-hydroxy-4,4-dimethylcyclohexyl)isoindoline-1,3-dione